2,2-difluoroethanamine hydrochloride salt Cl.FC(CN)F